C1(=CC(=CC=C1)C1=NC(=NC=C1F)Cl)C1=CC=CC=C1 4-([1,1'-biphenyl]-3-yl)-2-chloro-5-fluoropyrimidine